COC1=C(C=C2C(=N1)C(=CS2)OC[C@H]2NC(C(C2)C)=O)C(=O)N 5-methoxy-3-(((2S)-4-methyl-5-oxopyrrolidin-2-yl)methoxy)thieno[3,2-b]pyridine-6-carboxamide